COC(=O)[C@@H]1NC(CC1)C1=C(C=CC=C1)Cl (2R)-5-(2-chlorophenyl)pyrrolidine-2-carboxylic acid methyl ester